3-chloro-2,6-dimethoxy-pyridin-4-amine ClC=1C(=NC(=CC1N)OC)OC